FC1CC(N(C1)S(=O)(=O)CC1=CN=NN1)C(=O)NC(C1=CC=CC=C1)C1=CC(=C(C=C1)C(C)C)F 4-fluoro-N-{[3-fluoro-4-(propan-2-yl)phenyl](phenyl)methyl}-1-[(1H-1,2,3-triazol-5-yl)methanesulfonyl]pyrrolidine-2-carboxamide